FC(C1=NN=C(O1)C1=CC=2N(C=C1)C=C(N2)CN(S(=O)(=O)N2CCN(CC2)C)C2=CC(=CC=C2)F)F N-((7-(5-(difluoromethyl)-1,3,4-oxadiazol-2-yl)imidazo[1,2-a]pyridin-2-yl)methyl)-N-(3-fluorophenyl)-4-methylpiperazine-1-sulfonamide